C1(=CC=CC=C1)C(C=C1NCCCN1)=O 1-phenyl-2-(tetrahydropyrimidin-2(1H)-ylidene)ethan-1-one